N(=[N+]=[N-])[C@H](C(=O)N(CCCCCC)[C@H](C[C@@H](O[Si](C)(C)C(C)(C)C)C=1SC=C(N1)C(=O)OC)C(C)C)[C@H](CC)C Methyl 2-((1R,3R)-3-((2S,3S)-2-azido-N-hexyl-3-methylpentanamido)-1-(tert-butyldimethylsilyloxy)-4-methylpentyl)thiazole-4-carboxylate